OC=1C(C=CN2NCN(C(C21)=O)CCOC2=CC=CC=C2)=O 5-hydroxy-3-(2-phenoxy-ethyl)-2,3-dihydro-1H-pyrido[2,1-f][1,2,4]triazine-4,6-dione